CC=1C(=C(CC2=C(C#N)C=CC=C2)C=C(C1)C)OCC(C)N1CCOCC1 2-(3,5-Dimethyl-2-(2-morpholinylpropoxy)benzyl)benzonitrile